(2,6-Difluorobenzyl)-4-methyl-N-(2-morpholinoethyl)aniline FC1=C(CN(C2=CC=C(C=C2)C)CCN2CCOCC2)C(=CC=C1)F